tert-butyl (E)-2-((dimethylamino)methylene)-4,4-dimethyl-3-oxopiperidine-1-carboxylate CN(C)\C=C/1\N(CCC(C1=O)(C)C)C(=O)OC(C)(C)C